BrCCCCCCCCCCN 10-bromo-1-decylamine